BrCCC1=NSC2=C1C=CC=C2 3-(2-bromoethyl)benzo[d]isothiazole